(S)-6-(2-chlorophenyl)-2-((2-isopropoxy-5-methyl-4-(piperidin-4-yl)phenyl)amino)-5-methyl-8-(1-propylpiperidin-3-yl)pyrido[2,3-d]pyrimidin-7(8H)-one ClC1=C(C=CC=C1)C1=C(C2=C(N=C(N=C2)NC2=C(C=C(C(=C2)C)C2CCNCC2)OC(C)C)N(C1=O)[C@@H]1CN(CCC1)CCC)C